NC(CCC=1C(=O)NC(C1)=O)CC γ-aminopentyl-maleimide